C(C)OC=1C=2N(C=C(N1)C(=O)NC=1C(=NC=CC1)OC(C)C)C=C(N2)C21COC(C2)(C1)C 8-Ethoxy-N-(2-isopropoxypyridin-3-yl)-2-(1-methyl-2-oxabicyclo[2.1.1]hexan-4-yl)imidazo[1,2-a]pyrazine-6-carboxamide